C(C)N(C(C=1C(=C(C(=O)NC2=NN=NN2C)C=CC1C(F)(F)F)C)=O)C N3-ethyl-N3,2-dimethyl-N1-(1-methyl-1H-tetrazol-5-yl)-4-(trifluoromethyl)isophthalamide